ClC=1C=C(C(=NC1)OC)S(=O)(=O)NC1=C(C(=C(C=C1)F)CCC=1C=C2C(=NC1)NN=C2)F 5-chloro-N-[2,4-difluoro-3-(2-[1H-pyrazolo[3,4-b]pyridin-5-yl]ethyl)phenyl]-2-methoxypyridine-3-sulfonamide